2-Methyl-1-[1-(2-methylbutoxy)ethoxy]butane CC(COC(C)OCC(CC)C)CC